C(#N)C1=C(SC2=C1CN(CC2)CC2=CC(=CC=C2)F)NC(CC2=CC(=C(C=C2)S(N)(=O)=O)F)=O N-(3-Cyano-5-(3-fluorobenzyl)-4,5,6,7-tetrahydrothieno[3,2-c]pyridin-2-yl)-2-(3-fluoro-4-sulfamoylphenyl)-acetamid